C(C1=C(C(=O)O)C=CC=C1)C1=C(C(=O)O)C=CC=C1 methylenebisbenzoic acid